(E)-ethyl 3-(3,5-difluoro-4-phenoxyphenyl)-2-methylacrylate FC=1C=C(C=C(C1OC1=CC=CC=C1)F)/C=C(/C(=O)OCC)\C